β-estradiol 17-heptanoate CCCCCCC(=O)O[C@H]1CC[C@@H]2[C@@]1(CC[C@H]3[C@H]2CCC4=C3C=CC(=C4)O)C